N-(4-ethynylphenylcarbonyl)-aminopropyltriethoxysilane C(#C)C1=CC=C(C=C1)C(=O)NCCC[Si](OCC)(OCC)OCC